ClC=1C=C(C=CC1)C1=CC(=CC=C1C)[C@H](CC(=O)O)NC(=O)NC=1C(N(C=CC1O)C)=O (S)-3-(3'-chloro-6-methylbiphenyl-3-yl)-3-(3-(4-hydroxy-1-methyl-2-oxo-1,2-dihydropyridin-3-yl)ureido)propanoic acid